ClC1=NC(=CC(=C1)CNC(CC1=CC(=CC=C1)F)=O)OCC(F)(F)F N-((2-Chloro-6-(2,2,2-trifluoroethoxy)pyridin-4-yl)methyl)-2-(3-fluorophenyl)acetamide